1-methylpyridino[3,4-b]indol CC1=NC=CC2=C1NC1=CC=CC=C21